1-((1S,4S)-5-(4-((3-chloro-4-(2,2-difluoroethoxy)-2-fluorophenyl)amino)pyrido[3,2-d]pyrimidin-6-yl)-2,5-diazabicyclo[2.2.1]heptan-2-yl)prop-2-en-1-one ClC=1C(=C(C=CC1OCC(F)F)NC=1C2=C(N=CN1)C=CC(=N2)N2[C@@H]1CN([C@H](C2)C1)C(C=C)=O)F